(E)-1-(3-bromobenzylidene-amino)-2-methylpropan-1-ol BrC=1C=C(\C=N\C(C(C)C)O)C=CC1